NC1=C(C=C(C(=C1)Cl)NCCO)[N+](=O)[O-] 1-amino-2-nitro-4-(beta-hydroxyethyl)amino-5-chlorobenzene